C1(CCCCCCCCC\C=C\CCCO1)=O trans-11-pentadecene-1,15-olide